3-[(S)-4-(2,3-dihydro-benzo[1,4]dioxin-2-yl)-benzyl]-3-aza-bicyclo[3.1.0]hexane O1[C@H](COC2=C1C=CC=C2)C2=CC=C(CN1CC3CC3C1)C=C2